Cl.C(CC(C)C)C1CCNCC1 4-isopentylpiperidine hydrochloride